3-[3-[2-(5-isopropoxy-1-tetrahydropyran-2-yl-indazol-3-yl)pyrimidin-4-yl]pyrazol-1-yl]-2-Methyl-propenenitrile C(C)(C)OC=1C=C2C(=NN(C2=CC1)C1OCCCC1)C1=NC=CC(=N1)C1=NN(C=C1)C=C(C#N)C